6-nitrothiochroman [N+](=O)([O-])C=1C=C2CCCSC2=CC1